N-(3-(4,4-difluoropiperidine-1-carbonyl)-4-methylphenyl)-3-(6-azaspiro[2.5]octan-6-yl)isonicotinamide FC1(CCN(CC1)C(=O)C=1C=C(C=CC1C)NC(C1=C(C=NC=C1)N1CCC2(CC2)CC1)=O)F